C(CCCCCCC\C=C/CCCCCCCC)OC=1C=C(C(=O)N)C=CC1OCCCCCCCC\C=C/CCCCCCCC 3,4-bis[oleyloxy]benzamide